2-(2-(difluoromethyl)-6-iodophenyl)acetonitrile FC(C1=C(C(=CC=C1)I)CC#N)F